ClC1=C2C(=NC=C1C1=CNC3=CC=C(C=C13)C#N)NC[C@]21C[C@](CC1)(C(=O)N)C (1R,3S)-4'-Chloro-5'-(5-cyano-1H-indol-3-yl)-3-methyl-1',2'-dihydrospiro[cyclopentane-1,3'-pyrrolo[2,3-b]pyridine]-3-carboxamide